CN1C(C=C(C2=CC3=C(C=C12)[Si](C1=C(C=C2C(=CC(N(C2=C1)C)(C)C)C)[C+]3C3=C(C(=O)[O-])C(=C(C(=C3F)C(OCOC)(C#N)C#N)F)F)(C)C)C)(C)C 2-(1,2,2,4,8,10,10,11,13,13-decamethyl-2,10,11,13-Tetrahydrosilino[3,2-g:5,6-g']diquinolin-6-ylium-6(1H)-yl)-4-(dicyano(methoxymethoxy)methyl)-3,5,6-trifluorobenzoate